Cyclopropanecarboxylic acid, (3Z)-3-hexen-1-yl ester C1(CC1)C(=O)OCC\C=C/CC